5-Bromo-1-cyclopropyl-6-fluoro-1H-benzo[d]imidazole BrC1=CC2=C(N(C=N2)C2CC2)C=C1F